CN(CCC1CCNCC1)C N,N-Dimethyl-2-(piperidin-4-yl)ethan-1-amine